aspartic acid 4-allyl ester C(C=C)OC(C[C@H](N)C(=O)O)=O